Cl.CC1(CNC1)[C@](O)(C1=CC=C(C=C1)C(F)(F)F)C=1C=NC=C(C1)N1CCCC1 (R)-(3-methyl-azetidin-3-yl)-(5-pyrrolidin-1-yl-pyridin-3-yl)-(4-trifluoromethyl-phenyl)-methanol, hydrochloride